[PH4+].C=1(O)C(O)=CC=CC1.C=1(O)C(O)=CC=CC1 bis-catechol phosphonium